N1=CC(=C2N1C=CC=N2)NC2=NC=CC(=N2)C=2C=C(C=CC2)C=2NOC(C2)=O 3-(3-(2-(pyrazolo[1,5-a]pyrimidin-3-ylamino)pyrimidin-4-yl)phenyl)isoxazol-5-one